methyl (S)-2-(3-((6-((1-(3-(tert-butyl)-5-fluorophenyl)ethyl)carbamoyl)-1-isobutyl-1H-indol-3-yl)methyl) phenoxy)-2-methylpropanoate C(C)(C)(C)C=1C=C(C=C(C1)F)[C@H](C)NC(=O)C1=CC=C2C(=CN(C2=C1)CC(C)C)CC=1C=C(OC(C(=O)OC)(C)C)C=CC1